C1(CC1)C=1C=NN(C1)[C@@H]1[C@H](CC1)C=1NC(C2=C(N1)N(N=C2C#N)[C@@H](C)C=2C=NC(=CC2)C(F)(F)F)=O 6-((1S,2S)-2-(4-cyclopropyl-1H-pyrazol-1-yl)cyclobutyl)-4-oxo-1-((S)-1-(6-(trifluoromethyl)pyridin-3-yl)ethyl)-4,5-dihydro-1H-pyrazolo[3,4-d]pyrimidine-3-carbonitrile